The molecule is an alpha-amino acid that is acetoacetic acid which is substituted by an amino group at position 2. It is a 3-oxo monocarboxylic acid and a non-proteinogenic alpha-amino acid. It derives from a butyric acid. CC(=O)C(C(=O)O)N